3-amino-N-(furan-2-ylmethyl)benzamide tert-butyl-3-((4-(3-(4-methoxyphenyl)-1,2,4-oxadiazol-5-yl)piperazine-1-carboxamido)methyl)pyrrolidine-1-carboxylate C(C)(C)(C)OC(=O)N1CC(CC1)CNC(=O)N1CCN(CC1)C1=NC(=NO1)C1=CC=C(C=C1)OC.NC=1C=C(C(=O)NCC=2OC=CC2)C=CC1